4-chloro-6-(cyclopropanecarboxamido)-N-methoxy-N-methylpyridazine-3-carboxamide ClC1=C(N=NC(=C1)NC(=O)C1CC1)C(=O)N(C)OC